3-[1-(2,6-dioxo-3-piperidyl)-3-methyl-2-oxo-benzimidazol-5-yl]propane-1-sulfonamide O=C1NC(CCC1N1C(N(C2=C1C=CC(=C2)CCCS(=O)(=O)N)C)=O)=O